FC([C@@H](O[Si](C)(C)C)[C@@H]1[C@H]2CC[C@@H](CN1C(=O)OCC1=CC=CC=C1)N2C(=O)OC(C)(C)C)(F)F 3-Benzyl 8-(tert-butyl) (1R,2S,5S)-2-((S)-2,2,2-trifluoro-1-((trimethylsilyl) oxy) ethyl)-3,8-diazabicyclo[3.2.1]octane-3,8-dicarboxylate